C1(CC1)OC1=NC=CC(=C1)N1CC(CC1)C(=O)N[C@@H]([C@H](O)C1=CC2=C(OCCO2)C=C1)CN1CCCC1 1-(2-cyclopropoxypyridin-4-yl)-N-((1R,2R)-1-(2,3-dihydrobenzo[b][1,4]dioxin-6-yl)-1-hydroxy-3-(pyrrolidin-1-yl)propan-2-yl)pyrrolidine-3-carboxamide